3,3-dimethylbutyl (tert-butoxycarbonyl)-L-alaninate C(C)(C)(C)OC(=O)N[C@@H](C)C(=O)OCCC(C)(C)C